NCCN1C(C=2C=C(C(=CC2C2=C1COC[C@H]2N(C(=O)NC2=CC(=C(C=C2)F)Cl)C)F)F)=O (S)-1-(5-(2-Aminoethyl)-8,9-difluoro-6-oxo-1,4,5,6-tetrahydro-2H-pyrano[3,4-c]isoquinolin-1-yl)-3-(3-chloro-4-fluorophenyl)-1-methylurea